N[C@@H](CCC(=O)N[C@@H](C)C(=O)NCC(=O)O)C(=O)O γ-glutamyl-alanyl-glycine